4,4',4'',4'''-(ethene-1,1,2,2-tetrayl)tetrabenzaldehyde C(=C(C1=CC=C(C=O)C=C1)C1=CC=C(C=O)C=C1)(C1=CC=C(C=O)C=C1)C1=CC=C(C=O)C=C1